(2S,3R,4S,5R,6R)-4-(4-(3-(((1H-imidazol-2-yl)methoxy)methyl)-5-fluorophenyl)-1H-1,2,3-triazol-1-yl)-2-((3,4-dichlorophenyl)thio)-6-(hydroxymethyl)tetrahydro-2H-pyran-3,5-diol N1C(=NC=C1)COCC=1C=C(C=C(C1)F)C=1N=NN(C1)[C@@H]1[C@H]([C@@H](O[C@@H]([C@@H]1O)CO)SC1=CC(=C(C=C1)Cl)Cl)O